4-(4-(thiazol-2-yl)butyl)phenol S1C(=NC=C1)CCCCC1=CC=C(C=C1)O